OC(CCC=CCCCCC(=O)O)CC=CCCCCC 10-hydroxyoctadec-6,12-dienoic acid